N'-hydroxy-1-(trifluoromethyl)cyclopropane-1-carboxamidine ON=C(N)C1(CC1)C(F)(F)F